methyl 3-methylpyrazine-2-carboxylate CC=1C(=NC=CN1)C(=O)OC